ClC1=CC2=C(C(N(C=C2C2=CC(N(C=C2C2=CC=CC=C2)C)=O)C)=O)N1S(=O)(=O)C1=CC=C(C)C=C1 2-chloro-6-methyl-4-(1-methyl-2-oxo-5-phenyl-1,2-dihydropyridin-4-yl)-1-tosyl-1,6-dihydro-7H-pyrrolo[2,3-c]pyridin-7-one